C(#N)C(=C)C1=CC=CC=C1 alpha-cyanostyrene